N1=CN=CC=2N=CC=3C=CN=CC3C21 Pyrimido[5,4-c][2,6]naphthyridine